((dimethylamino)methyl)isoindolin CN(C)CC1NCC2=CC=CC=C12